1-(4,6-dimethoxypyrimidin-2-yl)-2-methyl-1H-benzimidazole COC1=NC(=NC(=C1)OC)N1C(=NC2=C1C=CC=C2)C